N1N=CC=2C1=NC=C(C2)CN2CCC1=CC=C(C=C21)C(=O)NC2=CC(=CC(=C2)C(F)(F)F)N2C=NC(=C2)C 1-((1H-pyrazolo[3,4-b]pyridin-5-yl)methyl)-N-(3-(4-methyl-1H-imidazol-1-yl)-5-(trifluoromethyl)phenyl)indoline-6-carboxamide